COC=1C=C(SC1)C(=O)OC methyl 4-methoxythiophene-2-carboxylate